ClC=1C(=C(C=C(C1)C=1C=NN(C1)C)O)C=1SC(=NN1)N(C1CC(NC(C1)(C)C)(C)C)C 3-chloro-2-(5-(methyl(2,2,6,6-tetramethylpiperidin-4-yl)amino)-1,3,4-thiadiazol-2-yl)-5-(1-methyl-1H-pyrazol-4-yl)phenol